3,3'-(ethane-1,1-diyl)bis(5-fluoro-1H-indole) C(C)(C1=CNC2=CC=C(C=C12)F)C1=CNC2=CC=C(C=C12)F